CN1C(=NC(=C1)C)C1=CC=C(C=C1)B1OC(C(O1)(C)C)(C)C 1,4-dimethyl-2-(4-(4,4,5,5-tetramethyl-1,3,2-dioxaborolan-2-yl)phenyl)-1H-imidazole